tert-Butyl 4-(6-((tert-butoxycarbonyl)amino)-4-propoxypyridin-3-yl)piperidine-1-carboxylate C(C)(C)(C)OC(=O)NC1=CC(=C(C=N1)C1CCN(CC1)C(=O)OC(C)(C)C)OCCC